BrC1=CC(N(C=C1OC1=C(C=C(C=C1C)F)C)C1CC1)=O 4-bromo-1-cyclopropyl-5-(4-fluoro-2,6-dimethylphenoxy)pyridin-2(1H)-one